C(C)(=O)C=1C=C(C=C2C(N(C(=NC12)N1CC2CC2C1)C)=O)C(F)F 8-Acetyl-2-(3-azabicyclo[3.1.0]hexan-3-yl)-6-(difluoromethyl)-3-methyl-quinazolin-4(3H)-one